CC1=CC=C(NCC=2OC(N(N2)CC2=C(C=C(C=C2)Cl)Cl)C2=CC=C(C=C2)Cl)C=C1 2-(4-methyl-anilinomethyl)-4-(2,4-dichlorobenzyl)-5-(4-chlorophenyl)-4,5-dihydro-1,3,4-oxadiazole